5-[(3-cyanophenyl)methyl]-7-(2-phenylethyl)-5H,6H,7H,8H,9H,10H-cyclohepta[b]indole-4-carboxylic acid C(#N)C=1C=C(C=CC1)CN1C2=C(C3=CC=CC(=C13)C(=O)O)CCCC(C2)CCC2=CC=CC=C2